copper-aluminium-beryllium-gadolinium [Gd].[Be].[Al].[Cu]